8-(4-fluorophenyl)-5,6-dihydro-1,7-naphthyridine-7(8H)-carboxylic acid FC1=CC=C(C=C1)C1N(CCC=2C=CC=NC12)C(=O)O